N1CC(C1)N1CCC(CC1)C=1C=NN(C1)C(C(=O)NC1=CC=C(C2=CC=CC=C12)C#N)(C)C 2-(4-(1-(azetidin-3-yl)piperidin-4-yl)-1H-pyrazol-1-yl)-N-(4-cyanonaphthalen-1-yl)-2-methylpropanamide